3-(4-methylthiazol-5-yl)cyclohex-2-en-1-ol CC=1N=CSC1C1=CC(CCC1)O